2-(5-((2,5-dichloropyrimidin-4-yl)ethynyl)-1-isopropyl-1H-imidazol-2-yl)propan-2-ol ClC1=NC=C(C(=N1)C#CC1=CN=C(N1C(C)C)C(C)(C)O)Cl